C(C)[C@H]1COC2=CC(=CC=C2[C@H]1CS(=O)(=O)N)F |o1:2,11| ((3R*,4S*)-3-ethyl-7-fluorochroman-4-yl)methanesulfonamide